(4'-(trifluoromethyl)-[1,1'-biphenyl]-4-yl)methylamine hydrochloride Cl.FC(C1=CC=C(C=C1)C1=CC=C(C=C1)CN)(F)F